N-acryloylpyrrolidine C(C=C)(=O)N1CCCC1